FC(C=1C=C(C=CC1)NC1=NC=CN=C1NC1=CC(=CC=C1)C(F)(F)F)(F)F N2,N3-bis(3-(trifluoromethyl)phenyl)pyrazine-2,3-diamine